tert-butyl (S)-(1-(4-((tert-butyldimethylsilyl)oxy)-2,6-dimethylphenyl)-3-hydroxypropan-2-yl)carbamate [Si](C)(C)(C(C)(C)C)OC1=CC(=C(C(=C1)C)C[C@@H](CO)NC(OC(C)(C)C)=O)C